crotyl o-tolyl sulfide C/C=C/CSC1=CC=CC=C1C